C(C)C1=CC=C(C=C1)C=1C=C2CC(C(C2=CC1)NC(O[C@@H]1CN2CCC1CC2)=O)(C)C (S)-quinuclidin-3-yl (5-(4-ethylphenyl)-2,2-dimethyl-2,3-dihydro-1H-inden-1-yl)carbamate